(S)-2-((tert-Butoxycarbonyl)amino)-3-(pyridin-3-yl)propionic acid C(C)(C)(C)OC(=O)N[C@H](C(=O)O)CC=1C=NC=CC1